mono(hydroxyethyl) sulfate S(=O)(=O)(OCCO)[O-]